bis(acryloyloxyethoxy)tetrabromobisphenol A C(C=C)(=O)OCCOC(C(C1=C(C(=C(O)C(=C1Br)Br)Br)Br)(C)C1=CC=C(C=C1)O)OCCOC(C=C)=O